FCC(C)N1C(=NC(=C1)C(F)(F)F)C1=CC=C(C=C1)O 4-(1-(1-fluoropropan-2-yl)-4-(trifluoromethyl)-1H-imidazol-2-yl)phenol